CCCCC\C=C/CCCCCCCC (Z)-6-Pentadecene